methyl N-[5-[6-[cyclopropyl(phenyl) carbamoyl]imidazo[1,2-a]pyridin-3-yl]-2-pyridyl]carbamate C1(CC1)N(C(=O)C=1C=CC=2N(C1)C(=CN2)C=2C=CC(=NC2)NC(OC)=O)C2=CC=CC=C2